ClC=1C=C(C=CC1F)NC(=O)C1=C(N=CN1C)C1CC2CC(CC2C1)(C1=CC(=NN1C)NS(=O)(=O)C)O N-(3-Chloro-4-fluorophenyl)-4-(5-hydroxy-5-(1-methyl-3-(methylsulfonamido)-1H-pyrazol-5-yl)octahydropentalen-2-yl)-1-methyl-1H-imidazole-5-carboxamide